COC(=O)[C@H]1N=C(CC1)C1=CC=C(C=C1)OCC1=CC=CC=C1 (S)-5-(4-(benzyloxy)phenyl)-3,4-dihydro-2H-pyrrole-2-carboxylic acid methyl ester